2-(4-acetylphenyl)-3-fluoro-3-methyl-5-(4-methoxyphenyl)-1-pentene C(C)(=O)C1=CC=C(C=C1)C(=C)C(CCC1=CC=C(C=C1)OC)(C)F